2-aminopyrazinyl sulfamate S(N)(OC=1C(=NC=CN1)N)(=O)=O